N-benzyl-7-methoxyl-1,9-dimethyl-9H-pyrido[3,4-b]indole-6-amine C(C1=CC=CC=C1)NC=1C=C2C3=C(N(C2=CC1OC)C)C(=NC=C3)C